(3-(3-chloro-4-(5-chloro-7-ethyl-7H-pyrrolo[2,3-d]pyrimidin-2-ylamino)-1H-pyrazol-1-yl)azetidin-1-yl)(cyclopropyl)methanone ClC1=NN(C=C1NC=1N=CC2=C(N1)N(C=C2Cl)CC)C2CN(C2)C(=O)C2CC2